C1(=C(C=CC=C1)C12CN(CC2C1)C(=O)C1CC2(C1)NC(OC2)=O)C (rac)-(2s,4s)-2-(1-(o-Tolyl)-3-azabicyclo[3.1.0]hexan-3-carbonyl)-7-oxa-5-azaspiro[3.4]octan-6-on